C(CCCCCC\C=C\CCC)(=O)O (E)-8-dodecenoic acid